(3-chloro-6-methoxy-1,5-naphthyridin-4-yl)methyl methanesulfonate CS(=O)(=O)OCC1=C(C=NC2=CC=C(N=C12)OC)Cl